4-fluoro-N-{phenyl[4-(propan-2-yl)phenyl]methyl}-1-[3-(pyrimidin-5-yl)propanoyl]pyrrolidine-2-carboxamide FC1CC(N(C1)C(CCC=1C=NC=NC1)=O)C(=O)NC(C1=CC=C(C=C1)C(C)C)C1=CC=CC=C1